2H,3H-furo[2,3-b]pyridin-6-amine O1CCC=2C1=NC(=CC2)N